C(C1=CC=CC=C1)OC1CC(C1)C1=NNC2=C1C=NC(=C2)Cl 3-(3-(benzyloxy)cyclobutyl)-6-chloro-1H-pyrazolo[4,3-c]pyridine